FC1=CC=C(C=C1)NC(NC1=CC=C(C=C1)S(=O)(=O)N1[C@@H](CCC1)C(=O)OC)=O Methyl ((4-(3-(4-fluorophenyl)ureido)phenyl)sulfonyl)-L-prolinate